N-3-methoxypropylmethacrylamide COCCCNC(C(=C)C)=O